N[C@@H](CCSC)C(=O)NCC(=O)N[C@@H](CCCCNC(=O)OCC1=CC=CC=C1)C(=O)OC(C)(C)C tert-butyl L-methionylglycyl-N6-[(benzyloxy)carbonyl]-L-lysinate